FC=1C=CC(=C(C1)C1=C(C=CC(=N1)NS(=O)(=O)C1=CC=CC(=N1)N1C[C@@](CCC1)(C(=O)O)C)C(F)(F)F)C (3R)-1-(6-{[6-(5-fluoro-2-methylphenyl)-5-(trifluoromethyl)pyridin-2-yl]Sulfamoyl}pyridin-2-yl)-3-methylpiperidine-3-carboxylic acid